6-(benzyloxy)-4-chloro-1-methylphthalazine C(C1=CC=CC=C1)OC=1C=C2C(=NN=C(C2=CC1)C)Cl